Ytterbium oxid [O-2].[Yb+3].[O-2].[O-2].[Yb+3]